(±)-DL-mandelic acid C([C@H](O)C1=CC=CC=C1)(=O)O |r|